NC1CC(CCC1)NC1=C(C(NC=C1)=O)C(=O)NC1=CC=C(C=C1)N1CCN(CC1)C 4-((3-Aminocyclohexyl)amino)-N-(4-(4-methylpiperazin-1-yl)phenyl)-2-oxo-1,2-dihydropyridine-3-carboxamide